NC1=C(C2=C(C=CC=C2C=C1S(=O)(=O)O)O)OCCCS(=O)(=O)O 2-amino-1-(3-Sulfopropoxy)-8-hydroxy-naphthalen-3-sulfonic acid